8-((cis-4-hydroxycyclohexyl)oxy)-7-chloro-N-(2-((methylsulfonylimino)methyl)pyridin-4-yl)quinazolin-2-amine O[C@H]1CC[C@H](CC1)OC=1C(=CC=C2C=NC(=NC12)NC1=CC(=NC=C1)C=NS(=O)(=O)C)Cl